ClC=1C=C2C=NC(=NC2=CC1C1CCN(CC1)C[C@@H](COC)O)NC=1C=NN(C1C)C1CC1 (2S)-1-(4-{6-chloro-2-[(1-cyclopropyl-5-methyl-1H-pyrazol-4-yl)amino]quinazolin-7-yl}piperidin-1-yl)-3-methoxypropan-2-ol